C(\C=C\C)N1C(C2=C(C(=C1)C=1C=C(C(=O)NC3CC3)C=CC1OC)C=CN2)=O 3-[6-[(E)-but-2-enyl]-7-oxo-1H-pyrrolo[2,3-c]pyridin-4-yl]-N-cyclopropyl-4-methoxybenzamide